FC=1C(=NC=CC1F)NC(N(CC1=NNC(=C1)C(F)(F)F)C=1C=NC(=NC1)OC)=O 3-(3,4-Difluoropyridin-2-yl)-1-(2-methoxypyrimidin-5-yl)-1-((5-(trifluoromethyl)-1H-pyrazol-3-yl)methyl)urea